BrC1=CC=CC(=N1)CNC(=O)[C@H]1CN(CCC1)C(=O)OC(C)(C)C Tert-butyl (R)-3-(((6-bromopyridin-2-yl)methyl)carbamoyl)piperidine-1-carboxylate